N1=C(C(=CC=C1)C=1CNC=CC1)C(=O)N 1',2'-dihydro-[3,3'-bipyridine]-2-carboxamide